FC=1C=CC2=C(CN(CCO2)C(=O)C2=NNC3=C2CCC3)C1 (7-fluoro-2,3-dihydro-1,4-benzoxazepin-4(5H)-yl)(1,4,5,6-tetrahydro-3-cyclopentapyrazolyl)-methanone